tris(2,3-dimethyl-3-phenyl-butyl)aluminum CC(C[Al](CC(C(C)(C)C1=CC=CC=C1)C)CC(C(C)(C)C1=CC=CC=C1)C)C(C)(C1=CC=CC=C1)C